ClC1=C(C=C(C=C1OC)OC)C1=CC2=C(N=C(N=C2)NC2=CC=C(C=C2)OCCN2CCOCC2)N2C1=NN=C2 6-(2-chloro-3,5-dimethoxyphenyl)-N-(4-(2-morpholinoethoxy)phenyl)-[1,2,4]triazolo[4',3':1,6]pyrido[2,3-d]pyrimidin-2-amine